[Na+].CC=1C(=CSC1)C=1SC(=CC1)[C@H](CC(=O)[O-])NC(=O)NC1C(N(C=CC1=O)C)=O (S)-3-(4'-methyl-2,3'-bithiophene-5-yl)-3-(3-(1-methyl-4-oxo-2-oxo-1,2-dihydropyridin-3-yl)ureido)propanoic acid sodium salt